[Y].[Zr].[Ba] barium Zirconium Yttrium